methyl 4-(6,7-dihydro-5H-pyrazolo[5,1-b][1,3]oxazin-3-yl)benzoate N1=CC(=C2OCCCN21)C2=CC=C(C(=O)OC)C=C2